Phosphoglucose C([C@H]([C@H]([C@@H]([C@H](C=O)OP(=O)(O)O)O)O)O)O